N1=C(C=CC=C1)CCSC(C[Si](OC)(OC)OC)C 2-(2-pyridylethyl)thiopropyltrimethoxysilane